7-chloro-3-(7,7-difluoro-3-azabicyclo[4.1.0]heptan-1-yl)-5-fluoro-1H-indazole ClC=1C=C(C=C2C(=NNC12)C12CNCCC2C1(F)F)F